tert-butyl (S)-(1-(2-(1-(cyclopropylmethyl)-7-(2-(oxazol-5-yl)ethoxy)-1H-indol-2-yl)-1-methyl-5-oxo-1,5,7,8-tetrahydro-6H-imidazo[4,5-g]isoquinolin-6-yl)-3-fluoropropan-2-yl)carbamate C1(CC1)CN1C(=CC2=CC=CC(=C12)OCCC1=CN=CO1)C1=NC=2C(=CC=3CCN(C(C3C2)=O)C[C@@H](CF)NC(OC(C)(C)C)=O)N1C